1-((2S,5R)-5-(4-((3-(1,5-dimethyl-1H-1,2,3-triazol-4-yl)phenyl)amino)-6-(pyrazin-2-yl)pyrimidin-2-yl)-2-methylpiperidin-1-yl)ethan-1-one CN1N=NC(=C1C)C=1C=C(C=CC1)NC1=NC(=NC(=C1)C1=NC=CN=C1)[C@@H]1CC[C@@H](N(C1)C(C)=O)C